3-(2,5-Dimethylpyridin-4-yl)-5-(4,4,5,5-tetramethyl-1,3,2-dioxaborolan-2-yl)-1H-Pyrrolo[2,3-b]pyridine CC1=NC=C(C(=C1)C1=CNC2=NC=C(C=C21)B2OC(C(O2)(C)C)(C)C)C